sodium glyceryl monostearate monosulphate S(=O)(=O)([O-])[O-].C(CCCCCCCCCCCCCCCCC)(=O)OCC(O)CO.[Na+].[Na+]